(Z)-5-((Z)-5-fluoro-2-oxoindolin-3-ylidene)-3-phenyl-2-(phenylimino)thiazolidin-4-one FC=1C=C2/C(/C(NC2=CC1)=O)=C/1\C(N(/C(/S1)=N/C1=CC=CC=C1)C1=CC=CC=C1)=O